CC1=CC=C(C=C1)S(=O)(=O)[O-].C1(=CC=CC=C1)[S+](C1=C(C=C(C=C1C)C)C)C1=CC=CC=C1 Diphenyl-2,4,6-trimethylphenylsulfonium-p-toluenesulfonate salt